C1(CCC1)CC1=CC=2C(N=C1)=NN(C2)C=2C=C(C=CC2F)NC(=O)C=2OC=CC2 N-{3-[5-(cyclobutylmethyl)-2H-pyrazolo[3,4-b]pyridin-2-yl]-4-fluorophenyl}furan-2-carboxamide